tert-butyl (E)-3-(3-ethoxy-3-oxoprop-1-en-1-yl)-3-fluoroazetidine-1-carboxylate C(C)OC(/C=C/C1(CN(C1)C(=O)OC(C)(C)C)F)=O